ClC=1C=C(C=CC1F)C1=NN2C=NC=3C=CC=CC3C2=N1 2-(3-chloro-4-fluorophenyl)[1,2,4]triazolo[1,5-c]quinazolin